tert-butyl (R)-3-((methyl((S)-5,6,7,8-tetrahydroquinolin-8-yl)amino)methyl)-5-(3-oxomorpholino)-3,4-dihydroisoquinoline-2(1H)-carboxylate CN([C@H]1CCCC=2C=CC=NC12)C[C@@H]1N(CC2=CC=CC(=C2C1)N1C(COCC1)=O)C(=O)OC(C)(C)C